benzyl (S)-2-((((9H-fluoren-9-yl)methoxy)carbonyl)amino)-3-(3-(2-amino-2-oxoethyl) phenyl)propanoate C1=CC=CC=2C3=CC=CC=C3C(C12)COC(=O)N[C@H](C(=O)OCC1=CC=CC=C1)CC1=CC(=CC=C1)CC(=O)N